difluoro ethylene sulfate S(=O)(=O)(O)O.FC=CF